C(C1=CC=CC=C1)OC=1C=C2C(=C(N(C2=CC1)CC1=CC=C(CCNCCCC)C=C1)C1=C(C=CC=C1)C)F N-(4-((5-(benzyloxy)-3-fluoro-2-(o-tolyl)-1H-indol-1-yl)methyl)phenethyl)butan-1-amine